OC[C@@H](C(=O)N1CC2=NN(C=C2C1)S(=O)(=O)C1=C(N=C(S1)OC)C)C1=CC=CC=C1 (2S)-3-hydroxy-1-{2-[(2-methoxy-4-methyl-1,3-thiazol-5-yl)sulfonyl]-2H,4H,5H,6H-pyrrolo[3,4-c]pyrazol-5-yl}-2-phenylpropan-1-one